C(C)(C)(C)OC(CN1C(=NC2=C1C(=CC=C2C(=O)O)F)C)=O 1-(2-(tert-butoxy)-2-oxoethyl)-7-fluoro-2-methyl-1H-benzo[d]imidazole-4-carboxylic acid